FC=1C=C(C(=O)O)C=CC1N1C[C@@H]2CNCC[C@@]2(C1=O)F 3-fluoro-4-((3aS,7aR)-7a-fluoro-1-oxooctahydro-2H-pyrrolo[3,4-c]pyridin-2-yl)benzoic acid